5-Cyano-N-(3-(3-(dimethylamino)phenyl)-1H-indazol-5-yl)-3-methylpicolinamide C(#N)C=1C=C(C(=NC1)C(=O)NC=1C=C2C(=NNC2=CC1)C1=CC(=CC=C1)N(C)C)C